6-(2,6-dichloro-4-nitrophenoxy)-2-(pyridin-2-ylmethyl)-3,4-dihydroisoquinolin-1(2H)-one ClC1=C(OC=2C=C3CCN(C(C3=CC2)=O)CC2=NC=CC=C2)C(=CC(=C1)[N+](=O)[O-])Cl